N1N=CC(=C1)C=1C2=C(C(=NC1)NCC=1C=C(C(=O)NC3CCN(CC3)CCC3=CC=CC=C3)C=CC1)CCO2 3-(((7-(1H-pyrazol-4-yl)-2,3-dihydrofuro[3,2-c]pyridin-4-yl)amino)methyl)-N-(1-phenethylpiperidin-4-yl)benzamide